CN(C)C(N(C)C)NC(NN1N=[N+](C2=C1C=CC=C2)[O-])=O 3-[bis(dimethylamino)methylureido]-3H-benzotriazole-1-oxide